ClC=1C=C2C=CC(=NC2=CC1)C(=O)N[C@@H]1CC[C@H](CC1)C(NC1=NC2=CC=C(C=C2C=C1)Cl)=O trans-6-chloro-N-(4-((6-chloroquinolin-2-yl)carbamoyl)cyclohexyl)quinoline-2-carboxamide